COC1=CC=C(C=C1)C1=CC=C2C(N(C=NC2=C1)CCCC=C)=O 7-(4-methoxyphenyl)-3-(pent-4-en-1-yl)quinazolin-4(3H)-one